FC(C1=C(C=CC(=C1)C(F)(F)F)C(=O)C1=NN(C=C1)C1OCCCC1)(F)F (2,4-bis(trifluoromethyl)phenyl)(1-(tetrahydro-2H-pyran-2-yl)-1H-pyrazol-3-yl)methanone